2'-(N-(4,5-dimethylisoxazol-3-yl)-N-(methoxymethyl)sulfamoyl)-2-(ethoxymethyl)-[1,1'-biphenyl]-4-carboxylic acid triethyl-amine salt C(C)N(CC)CC.CC=1C(=NOC1C)N(S(=O)(=O)C1=C(C=CC=C1)C1=C(C=C(C=C1)C(=O)O)COCC)COC